2-(4-((6-((4-chloro-2-fluorophenoxy)methyl)pyridin-2-yl)oxy)-2-fluorobenzyl)-4-(difluoromethoxy)-1-methyl-1H-benzo[d]imidazole-6-carboxylic acid ClC1=CC(=C(OCC2=CC=CC(=N2)OC2=CC(=C(CC3=NC4=C(N3C)C=C(C=C4OC(F)F)C(=O)O)C=C2)F)C=C1)F